3,4-dichloro-5-p-chlorophenylfuran-2(5H)-one ClC=1C(OC(C1Cl)C1=CC=C(C=C1)Cl)=O